4-amino-3-chloro-6-(4-chloro-2-fluoro-3-methoxyphenyl)picolinohydrazide NC1=C(C(=NC(=C1)C1=C(C(=C(C=C1)Cl)OC)F)C(=O)NN)Cl